5-(2-chloro-4-(4-methyl-2-phenyl-1-((tetrahydro-2H-pyran-2-yl)oxy)pentan-2-yl)quinazolin-6-yl)-1,3-dimethylpyridin-2(1H)-one ClC1=NC2=CC=C(C=C2C(=N1)C(COC1OCCCC1)(CC(C)C)C1=CC=CC=C1)C=1C=C(C(N(C1)C)=O)C